FC1(CCN(CC1)C1=NC(=NC(=N1)C)N)F 4-(4,4-Difluoropiperidin-1-yl)-6-methyl-1,3,5-triazin-2-amine